(S)-2-Cyclopropyl-3,3-difluoro-10-((5-fluoro-2-((S)-2-methylmorpholino)pyridin-4-yl)amino)-7-methyl-1,2,3,4-tetrahydro-[1,4]oxazepino[2,3-c]chinolin-6(7H)-on C1(CC1)[C@@H]1NC2=C(C(N(C=3C=CC(=CC23)NC2=CC(=NC=C2F)N2C[C@@H](OCC2)C)C)=O)OCC1(F)F